C1(CCC1)C(C(=O)NC1(CC1)C1=CC=C(C(=O)OC)C=C1)OCC1=CC(=CC=C1)OC(F)F methyl 4-(1-(2-cyclobutyl-2-((3-(difluoromethoxy)benzyl)oxy)acetamido)cyclopropyl)benzoate